asparagine tin [Sn].N[C@@H](CC(N)=O)C(=O)O